Methyl (1s,4s)-4-((6-phenylpyridazin-3-yl)amino)bicyclo[2.2.1]heptane-1-carboxylate C1(=CC=CC=C1)C1=CC=C(N=N1)NC12CCC(CC1)(C2)C(=O)OC